2,2-dimethyl-pent-4-ynenitrile CC(C#N)(CC#C)C